FC(CN(CCCC(=O)O)CCCCC1=NC=2NCCCC2C=C1)F 4-((2,2-difluoroethyl)(4-(5,6,7,8-tetrahydro-1,8-naphthyridin-2-yl)butyl)amino)butanoic acid